ClC1=CC=C(C=C1)N1C=CC=2N=CN(C(C21)=O)CC(=O)N2CC(C2)OC 5-(4-chlorophenyl)-3-(2-(3-methoxyazetidin-1-yl)-2-oxoethyl)-3H-pyrrolo[3,2-d]pyrimidin-4(5H)-one